N-(5-((6,7-dimethoxyquinolin-4-yl)oxy)pyrimidine-2-yl)-5-(4-fluorophenyl)-1-isopropyl-4-oxo-1,4-dihydropyridazine-3-carboxamide COC=1C=C2C(=CC=NC2=CC1OC)OC=1C=NC(=NC1)NC(=O)C1=NN(C=C(C1=O)C1=CC=C(C=C1)F)C(C)C